methyl 2-((tert-butoxycarbonyl)amino)-3-(2-oxo-1,2-dihydropyridin-3-yl)propanoate C(C)(C)(C)OC(=O)NC(C(=O)OC)CC=1C(NC=CC1)=O